C1(CC1)C=1SC2=C(N1)NC(=C2)C(=O)NC2CC(CC2)([SiH2]C)[SiH2]C 2-cyclopropyl-N-(1,1-dimethylsilylcyclopentan-3-yl)-4H-pyrrolo[2,3-d]thiazole-5-carboxamide